n-methyl-1-(2-oxo-1,3-dihydrobenzimidazol-5-yl)-2-(trifluoromethyl)benzimidazole-5-carboxamide CNC(=O)C1=CC2=C(N(C(=N2)C(F)(F)F)C2=CC3=C(NC(N3)=O)C=C2)C=C1